C(N)(=N)C=1C=C(SC1)[C@@H](C)NC(=O)[C@H]1N(C[C@@H](C1)OC(F)F)C(CNC(C1=CC=C(C=C1)OC1=CC=C(C=C1)F)=O)=O (2S,4R)-N-((R)-1-(4-carbamimidoylthiophen-2-yl)ethyl)-4-(difluoromethoxy)-1-((4-(4-fluorophenoxy)benzoyl)glycyl)pyrrolidine-2-carboxamide